4-(bromomethyl)-3-(phenylsulfonyl)-3H-pyrrolo[2,3-c]quinoline BrCC1=NC=2C=CC=CC2C2=C1N(C=C2)S(=O)(=O)C2=CC=CC=C2